C(C)(C)(C)C1=CC=C(C(=O)C2=NC(=C(C(=N2)C)C(=O)OC)C)C=C1 methyl 2-(4-(tert-butyl) benzoyl)-4,6-dimethylpyrimidine-5-carboxylate